(7-bromo-3-isoquinolinyl)methoxy-tert-butyl-diphenyl-silane BrC1=CC=C2C=C(N=CC2=C1)CO[Si](C1=CC=CC=C1)(C1=CC=CC=C1)C(C)(C)C